N-(4-(2-amino-5-(3,4-dimethoxyphenyl)pyridin-3-yl)phenyl)-6-oxo-1-((tetrahydro-2H-pyran-4-yl)methyl)-5-(p-tolyl)-1,6-dihydropyridine-3-carboxamide NC1=NC=C(C=C1C1=CC=C(C=C1)NC(=O)C1=CN(C(C(=C1)C1=CC=C(C=C1)C)=O)CC1CCOCC1)C1=CC(=C(C=C1)OC)OC